phenoxyfluoreneethanol O(C1=CC=CC=C1)C1=C(C=2CC3=CC=CC=C3C2C=C1)CCO